ClC[C@H]1OC(OC1)=S (S)-4-chloromethyl-1,3-dioxolane-2-thione